FC1=C(COC2=C(C(N(C(=C2)C)C2=C(C=C(C(=O)NC)C=C2)C)=O)Br)C=CC(=C1)F 4-(4-(2,4-difluorobenzyloxy)-3-bromo-6-methyl-2-oxopyridin-1(2H)-yl)-N,3-dimethylbenzamide